N-((2S,3R)-3-(cyclohexylmethoxy)-1-oxo-1-(piperidin-1-yl)butan-2-yl)-2-((S)-2,2-dimethylcyclopropanecarbonyl)-2,6-diazaspiro[3.4]octane-8-carboxamide C1(CCCCC1)CO[C@@H]([C@@H](C(N1CCCCC1)=O)NC(=O)C1CNCC12CN(C2)C(=O)[C@@H]2C(C2)(C)C)C